2-(4-isobutylphenyl)-N-(4-phenylthiazol-2-yl)propionamide C(C(C)C)C1=CC=C(C=C1)C(C(=O)NC=1SC=C(N1)C1=CC=CC=C1)C